6-(2-morpholinoethoxy)-4-(6-(piperazin-1-yl)pyridin-3-yl)pyrazolo[1,5-a]pyridine-3-carbonitrile O1CCN(CC1)CCOC=1C=C(C=2N(C1)N=CC2C#N)C=2C=NC(=CC2)N2CCNCC2